C(OC1=CC=C(C=C1)[N+](=O)[O-])(O[C@@H](C)[C@H](C)SSC1=NC=CC=C1)=O 4-nitrophenyl ((2S,3S)-3-(pyridin-2-yldisulfanyl)butan-2-yl) carbonate